(S)-3-(7-bromo-2-oxo-3-(pent-3-yl)-5-phenyl-2,3-dihydro-1H-benzo[e][1,4]diazepin-1-yl)propanoic acid ethyl ester C(C)OC(CCN1C([C@@H](N=C(C2=C1C=CC(=C2)Br)C2=CC=CC=C2)C(CC)CC)=O)=O